3-(2-chlorophenyl)octa-3,5,7-triene-2-one ClC1=C(C=CC=C1)C(C(C)=O)=CC=CC=C